NC1=CCC(C=C1)=O p-anilinone